(S)-5-methoxy-1,2,3,4-tetrahydro-N-propyl-2-naphthylamine hydrochloride Cl.COC1=C2CC[C@@H](CC2=CC=C1)NCCC